2-(2-((5-bromo-1H-benzo[d]imidazol-2-yl)thio)acetylamino)benzoic acid methyl ester COC(C1=C(C=CC=C1)NC(CSC1=NC2=C(N1)C=CC(=C2)Br)=O)=O